OCC1(CC(C1)=O)C 3-(hydroxymethyl)-3-methylcyclobutan-1-one